OCC1CCC(CC1)N1CCC2(CC1)COC1=C3CN(C(C3=CC=C12)=O)[C@@H]1C(NC(CC1)=O)=O (S)-3-(1'-(4-(hydroxymethyl)cyclohexyl)-6-oxo-6,8-dihydro-2H,7H-spiro[furo[2,3-e]isoindole-3,4'-piperidin]-7-yl)piperidine-2,6-dione